C1=CC=CC=2C3=CC=CC=C3C3(C12)C1=CC=CC=C1N(C=1C=CC=CC13)C(COP(O)(O)=O)C (2-(10H-spiro[acridin-9,9'-fluoren]-10-yl)propyl)phosphoric acid